2-ethyl-2H-1,2,3-triazol C(C)N1N=CC=N1